N1(C=NC=C1)C1=CC=C2C(=CNC2=C1)C([C@H](C1=CC=CC=C1)NCCC1=CC=C(C(=O)N)C=C1)=O |r| (S)- and (R)-4-(2-((2-(6-(1H-imidazol-1-yl)-1H-indol-3-yl)-2-oxo-1-phenylethyl)amino)ethyl)benzamide